C[N+](CCCCCC)(C)C N,N,N-trimethyl-1-hexanaminium